NC1=NC=2C=CC(=CC2C2=C1C=NN2C)C(=O)N(N(C)CCOC)CC2=C(C=C(C=C2)C(F)(F)F)F 4-amino-N-(2-fluoro-4-(trifluoromethyl)benzyl)-N'-(2-methoxyethyl)-N',1-dimethyl-1H-pyrazolo[4,3-c]quinoline-8-carbohydrazide